(R)-3-((3-fluoropyrrolidin-1-yl)methyl)azetidine-1-carboxylic acid tert-butyl ester C(C)(C)(C)OC(=O)N1CC(C1)CN1C[C@@H](CC1)F